6-chloro-7-(2-fluoro-6-hydroxyphenyl)-4-((2S)-2-methyl-4-(2-propenoyl)-1-piperazinyl)-1-(3-(2-methylpropyl)-2-pyridinyl)pyrido[2,3-d]pyrimidin-2(1H)-one ClC1=CC2=C(N(C(N=C2N2[C@H](CN(CC2)C(C=C)=O)C)=O)C2=NC=CC=C2CC(C)C)N=C1C1=C(C=CC=C1O)F